(R)-N-(2-cyclopropyl-6-(3-(2-hydroxypropan-2-yl)pyrrolidin-1-yl)pyrimidin-4-yl)-6-(1-methyl-1H-pyrazol-4-yl)picolinamide C1(CC1)C1=NC(=CC(=N1)NC(C1=NC(=CC=C1)C=1C=NN(C1)C)=O)N1C[C@@H](CC1)C(C)(C)O